ClC1=C(C=C(C=C1OC)OC)C=1C(=CC(N(N1)C)=O)C1=C(C=C(C=C1)F)Cl 6-(2-chloro-3,5-dimethoxyphenyl)-5-(2-chloro-4-fluorophenyl)-2-methyl-3(2H)-pyridazinone